2-{5-[(1-Methylpiperidin-4-yl)amino][1,3]thiazolo[5,4-d][1,3]thiazol-2-yl}-5-(1H-pyrazol-4-yl)phenol Hydrochlorid Cl.CN1CCC(CC1)NC=1SC2=C(N1)SC(=N2)C2=C(C=C(C=C2)C=2C=NNC2)O